C(C)OCOC1=C(C=CC(=C1)C#C)C1=C(C(=C(N=N1)NC1CN(CCC1)C)C#N)C 6-(2-ethoxymethoxy-4-ethynylphenyl)-5-methyl-3-((1-methylpiperidin-3-yl)amino)pyridazine-4-carbonitrile